CN1C(N([C@H]2[C@](O)([C@H](O)[C@@H](CO)O2)OC)C=CC1=N)=O 3-N-methyl-2'-methoxycytidine